[Na+].OC1=C(C(OC1=O)C1OC(OC1)C(C)C)CCCCCCCC\C=C/CCCCCCCC(=O)[O-] 4-hydroxy-2-(2-isopropyl-1,3-dioxolan-4-yl)-5-oxo-2,5-dihydrofuran-3-oleate sodium